FC1=CC=C(S1)CC[C@@]1(CN(CC1)C(C)(C)C=1C=NC(=CC1)C)[C@@H](C)NC(=O)N |o1:8| 1-((R)-1-((R or S)-3-(2-(5-fluorothiophen-2-yl)ethyl)-1-(2-(6-methylpyridin-3-yl)propan-2-yl)pyrrolidin-3-yl)ethyl)urea